N(=[N+]=[N-])CCCCCC(=O)NCC1=CC=C(C=C1)C=1SC=C(N1)C(=O)N[C@@H](CO[Si](C)(C)C(C)(C)C)C(=O)OC Methyl N-(2-(4-((6-azidohexanamido)methyl)phenyl)thiazole-4-carbonyl)-O-(tert-butyldimethylsilyl)-L-serinate